C(C)OC(=O)C=1N=NN(C1OC=1C=NC(=CC1)Cl)CC1=CC=C(C=C1)OC 5-((6-chloropyridin-3-yl)oxy)-1-(4-methoxybenzyl)-1H-1,2,3-triazole-4-carboxylic acid ethyl ester